N-(3-(((S)-2,6-dioxopiperidin-3-yl)amino)phenyl)acetamide hydrochloride Cl.O=C1NC(CC[C@@H]1NC=1C=C(C=CC1)NC(C)=O)=O